BrC=1C=C(C(N(C1)C(C(=O)OC)[C@@H](CC)C)=O)F methyl (3R)-2-(5-bromo-3-fluoro-2-oxopyridin-1(2H)-yl)-3-methylpentanoate